ClC=1C(N(C(=CC1OCC1=NC=C(C=C1F)F)C)C1=C(C(=NC=C1C)C(\C=C\N(C)C)=O)F)=O 3-chloro-4-[(3,5-difluoropyridin-2-yl)methoxy]-2'-[(2E)-3-(dimethylamino)prop-2-enoyl]-3'-fluoro-5',6-dimethyl-[1,4'-bipyridin]-2-one